N-(adamantan-2-yl)-4-(2-fluoro-4-methoxyphenyl)-1H-pyrrole-2-carboxamide C12C(C3CC(CC(C1)C3)C2)NC(=O)C=2NC=C(C2)C2=C(C=C(C=C2)OC)F